3-Methyl-5-(N-(2-nitrobenzyl)-N-phenethylsulfamoyl)benzofuran-2-carboxylic acid CC1=C(OC2=C1C=C(C=C2)S(N(CCC2=CC=CC=C2)CC2=C(C=CC=C2)[N+](=O)[O-])(=O)=O)C(=O)O